(2-isopropoxybenzylidene)ruthenium (II) tetrafluoroborate F[B-](F)(F)F.C(C)(C)OC1=C(C=[Ru])C=CC=C1